The molecule is an oxazolidinone that is 1,3-oxazolidine with an oxo substituent at position 2. It has a role as a metabolite. It is an oxazolidinone and a carbamate ester. C1COC(=O)N1